C1(C=CC2=CC=CC=C12)OC(C(C)C)=O.N1(C=NC=C1)C1=C(C=C(CN(CCC2=CC=C(C=C2)NC(=O)C2=C(C=C(C(=C2)OC)OC)NC(=O)C=2OC3=CC=CC=C3C(C2)=O)C)C=C1)OC N-(2-((4-(2-((4-(1H-imidazol-1-yl)-3-methoxybenzyl)(methyl)amino)ethyl)phenyl)carbamoyl)-4,5-dimethoxyphenyl)-4-oxo-4H-chromene-2-carboxamide indenyl-isobutyrate